2-ethyl-2-phenyl-1,2,3,4-tetrahydroquinoline C(C)C1(NC2=CC=CC=C2CC1)C1=CC=CC=C1